FC(C1=NC(=C2N1CCNC2)C(=O)O)(F)F 3-(trifluoromethyl)-5,6,7,8-tetrahydroimidazo[1,5-a]pyrazine-1-carboxylic acid